(cyclopentylamino)pyrimidin-5-ol C1(CCCC1)NC1=NC=C(C=N1)O